tert-butyl 4-((6-chloro-3-methylpyrazin-2-yl)oxy)piperidine-1-carboxylate ClC1=CN=C(C(=N1)OC1CCN(CC1)C(=O)OC(C)(C)C)C